5-fluoro-N-methyl-2-mercapto-benzamide FC=1C=CC(=C(C(=O)NC)C1)S